4-{(1S)-1-[({3-(difluoromethyl)-1-methyl-5-[3-(trifluoromethyl)phenoxy]-4-1H-pyrazolyl}carbonyl)amino]ethyl}benzoic acid FC(C1=NN(C(=C1C(=O)N[C@@H](C)C1=CC=C(C(=O)O)C=C1)OC1=CC(=CC=C1)C(F)(F)F)C)F